(3aS,7aR)-1-methyl-3,3a,4,6,7,7a-hexahydro-2H-pyrrolo[3,2-c]pyridin CN1CC[C@H]2CNCC[C@H]21